COC1=C(N=C2N1CCC2C2=CC=CC=C2)C(=O)NC methoxy-N-methyl-7-phenyl-6,7-dihydro-5H-pyrrolo[1,2-a]imidazole-2-carboxamide